tert-Butyl 2,2-dimethyl-4-[3-[(6-sulfamoyl-2-pyridyl)amino]propyl]pyrrolidine-1-carboxylate CC1(N(CC(C1)CCCNC1=NC(=CC=C1)S(N)(=O)=O)C(=O)OC(C)(C)C)C